C(C)(C)C1=NOC(=N1)N1CCC(CC1)[C@H](C)OC=1SC2=NC(=CC=C2N1)C1=CC=C(C(=O)N(C)C)C=C1 (S)-4-(2-(1-(1-(3-isopropyl-1,2,4-oxadiazol-5-yl)piperidin-4-yl)ethoxy)thiazolo[5,4-b]pyridin-5-yl)-N,N-dimethylbenzamid